FC(C(=O)O)(F)F.C[C@H]1CN(CCN1C=1C=CC=2N=CN=C(C2N1)NC1=CC(=C(C=C1)OC1=CC2=C(N(N=N2)C)C=C1)C)C(C=C)=O (S)-1-(3-methyl-4-(4-((3-methyl-4-((1-methyl-1H-benzo[d][1,2,3]triazol-5-yl)oxy)phenyl)amino)pyrido[3,2-d]pyrimidin-6-yl)piperazin-1-yl)prop-2-en-1-one 2,2,2-trifluoroacetate